3-(5-(1-(4-(4-((4-(4-amino-3-(4-phenoxyphenyl)-1H-pyrazolo[3,4-d]pyrimidin-1-yl)piperidin-1-yl)methyl)piperidin-1-yl)butanoyl)piperidin-4-yl)-1-oxoisoindolin-2-yl)piperidine-2,6-dione NC1=C2C(=NC=N1)N(N=C2C2=CC=C(C=C2)OC2=CC=CC=C2)C2CCN(CC2)CC2CCN(CC2)CCCC(=O)N2CCC(CC2)C=2C=C1CN(C(C1=CC2)=O)C2C(NC(CC2)=O)=O